FC=1C=2N(C=C(C1)NC(=O)C=1C=3N=CC=NC3C(=CC1)N1CC3(C1)CN(C3)C)C=C(N2)C N-(8-fluoro-2-methyl-imidazo[1,2-a]pyridin-6-yl)-8-(6-methyl-2,6-diazaspiro[3.3]heptan-2-yl)quinoxaline-5-carboxamide